8-azidooctanamide N(=[N+]=[N-])CCCCCCCC(=O)N